N-(3-((trimethylsilyl)ethynyl)phenyl)cyclohexanecarboxamide C[Si](C)(C)C#CC=1C=C(C=CC1)NC(=O)C1CCCCC1